O=C1N(CC2=C3C(=CC=C12)C1(CCN(CC1)CC=1N=C(OC1)C1=CC=CC=C1)CO3)C3C(NC(CC3)=O)=O 3-(6-oxo-1'-((2-phenyloxazol-4-yl)methyl)-6,8-dihydro-2H,7H-spiro[furo[2,3-e]isoindole-3,4'-piperidin]-7-yl)piperidine-2,6-dione